ClC=1C=CC(=C(C1)C1=C(N=CN1)C=1C=C2C=C(C=NC2=CC1)N1CCC(CC1)N1CCN(CC1)C)F 6-[5-(5-chloro-2-fluoro-phenyl)-1H-imidazol-4-yl]-3-[4-(4-methylpiperazin-1-yl)-1-piperidyl]quinoline